3,6-di(thiophen-2-yl)-2,5-dioctylpyrrole S1C(=CC=C1)C1=C(NC(=C1)CCCCCCCC)CCCCCC(CC)C=1SC=CC1